FC1CC(C(CC1F)O)O 4,5-difluorocyclohexane-1,2-diol